OC1(CC(C(C(C1)O)O)O)C(=O)NC(C1=C(C(=CC(=C1)O)CC(=O)O)O)=O N-(1,3,4,5-tetrahydroxycyclohexylcarbonyl)3-carboxymethyl-2,5-dihydroxybenzamide